L-(+)-2-amino-4-phosphonobutyric acid C(CP(=O)(O)O)[C@@H](C(=O)O)N